ClC=1C=C(C=C(C1OC1=NNC(C(=C1)C1CC1)=O)Cl)N1N=C(C(NC1=O)=O)CO 2-(3,5-Dichloro-4-((5-cyclopropyl-6-oxo-1,6-dihydropyridazin-3-yl)oxy)phenyl)-6-(hydroxymethyl)-1,2,4-triazine-3,5(2H,4H)-dione